BrC1=NN(C(=C1)C(=O)NC1=C(C(=O)N(NC(=O)OC)CC)C=C(C=C1C)C#N)C1=NC=CC=C1Cl methyl 2-[2-({[3-bromo-1-(3-chloropyridin-2-yl)-1H-pyrazol-5-yl] carbonyl} amino)-5-cyano-3-methylbenzoyl]-2-ethylhydrazinecarboxylate